N,N-diethyl-toluamide C(C)N(C(=O)C=1C(=CC=CC1)C)CC